[Si](C)(C)(C(C)(C)C)OC[C@@H]1C[C@@H](CN1C1=C2C=NNC2=C(C=C1[N+](=O)[O-])F)NC(OC(C)(C)C)=O tert-Butyl (3S,5S)-5-((tert-butyldimethylsilyloxy)methyl)-1-(7-fluoro-5-nitro-1H-indazol-4-yl)pyrrolidin-3-ylcarbamate